4-methoxy-2-(4-methylpiperazin-1-yl)benzonitrile COC1=CC(=C(C#N)C=C1)N1CCN(CC1)C